ClC=1C(=CC(=C(CN2C[C@@H](CC2)C(=O)O)C1)OCC=1C=NC=C(C1)C#N)OCC=1C(=C(C=CC1)C1=C(C(=CC=C1)C1=CC=C(C=C1)OCCNCCO)C)C (R)-1-(5-chloro-2-((5-cyanopyridin-3-yl)methoxy)-4-((4''-(2-((2-hydroxyethyl)amino)ethoxy)-2,2'-dimethyl-[1,1':3',1''-terphenyl]-3-yl)methoxy)benzyl)pyrrolidine-3-carboxylic acid